3-(2-bromo-4-chlorophenoxy)cyclobutan-1-one BrC1=C(OC2CC(C2)=O)C=CC(=C1)Cl